CC=1C=NC=CC1NC(C1=CC=C(C(=O)NC2=CC=C(C=C2)NC2=CC=NC=C2)C=C1)=O N1-(3-methylpyridin-4-yl)-N4-(4-(pyridin-4-ylamino)phenyl)terephthalamide